P(O)(O)O.C(C)(C)(C)C=1C=C(C=C(C1)C(C)(C)C)C1=CC(=CC(=C1)C(C)(C)C)C(C)(C)C.C(C)(C)(C)C=1C=C(C=C(C1)C(C)(C)C)C1=CC(=CC(=C1)C(C)(C)C)C(C)(C)C.C(C)(C)(C)C=1C=C(C=C(C1)C(C)(C)C)C1=CC(=CC(=C1)C(C)(C)C)C(C)(C)C tris(3,5,3',5'-tetra-tert-butylbiphenyl) phosphite